(4-(3,3-difluorocyclobutyl)piperazin-1-yl)(2,3-dihydro-1H-pyrrolo[1,2-a]indol-9-yl)methanone formate C(=O)O.FC1(CC(C1)N1CCN(CC1)C(=O)C1=C2N(C=3C=CC=CC13)CCC2)F